Z-isoeugenol C=1(C(O)=CC=C(\C=C/C)C1)OC